[Si](C)(C)(C(C)(C)C)OCC1=C(C=C(C=N1)N=C(C1=CC=CC=C1)C1=CC=CC=C1)Cl N-(6-(((tert-butyldimethylsilyl)oxy)methyl)-5-chloropyridin-3-yl)-1,1-diphenylmethanimine